ClC=1C=C(OC=2C=C(C=C(C2)C)C=2C3=C(C(N(C2)C)=O)NC(=C3)C(=O)NC3CC3)C=CC1C 4-(3-(3-chloro-4-methylphenoxy)-5-methylphenyl)-N-cyclopropyl-6-methyl-7-oxo-6,7-dihydro-1H-pyrrolo[2,3-c]pyridine-2-carboxamide